CCC(C)(C)C1=CC=C(C=C1)CC(C)CN2C[C@H](O[C@H](C2)C)C The molecule is a member of the class of morpholines that is cis-2,6-dimethylmorpholine in which the hydrogen attached to the nitrogen is replaced by a racemic 2-methyl-3-[p-(2-methylbutan-2-yl)phenyl]propyl group. An inhibitor of the action of squalene monooxygenase, Delta(14) reductase and D7-D8 isomerase and an antifungal agent, it is used (generally as its hydrochloride salt) for the topical treatment of fungal nail and skin infections. It has a role as an EC 1.14.13.132 (squalene monooxygenase) inhibitor, an EC 5.3.3.5 (cholestenol Delta-isomerase) inhibitor and an EC 1.3.1.70 (Delta(14)-sterol reductase) inhibitor. It is a tertiary amino compound and a morpholine antifungal drug. It is a conjugate acid of an amorolfine(1+).